NC1=C(C=C(C=N1)C=1C=C2N(N1)CCC21CN(CC1)C(=O)NC(C)(C)C1=C(C=NC=C1)Cl)O[C@H](C)C=1C=NC=CC1 2'-{6-amino-5-[(1R)-1-(pyridin-3-yl)ethoxy]pyridin-3-yl}-N-[2-(3-chloropyridin-4-yl)propan-2-yl]-5',6'-dihydrospiro[pyrrolidine-3,4'-pyrrolo[1,2-b]pyrazole]-1-carboxamide